C(CC)(=O)N propiamide